P(=O)(OCCCC)(OCCCC)OCCl dibutyl (chloromethyl) phosphate